C(C=CCCCCCCCCC)=O Dodecene-1-al